COC1=C2C(NC(=NC2=CC(=C1)OC)C1=CC(=C(OCCOC(CCNC(CCCCCO[N+](=O)[O-])=O)=O)C(=C1)C)C)=O 3-(6-nitrooxy-hexanamido)-propionic acid 2-[4-(5,7-dimethoxy-4-oxo-3,4-dihydro-quinazolin-2-yl)-2,6-dimethyl-phenoxy]-ethyl ester